9,9'-(4-(3-(pyridin-4-yl)phenyl)pyridine-2,5-diyl)bis(N3,N3,N6,N6-tetraphenyl-9H-carbazole-3,6-diamine) N1=CC=C(C=C1)C=1C=C(C=CC1)C1=CC(=NC=C1N1C2=CC=C(C=C2C=2C=C(C=CC12)N(C1=CC=CC=C1)C1=CC=CC=C1)N(C1=CC=CC=C1)C1=CC=CC=C1)N1C2=CC=C(C=C2C=2C=C(C=CC12)N(C1=CC=CC=C1)C1=CC=CC=C1)N(C1=CC=CC=C1)C1=CC=CC=C1